FC1(C(C=2C(=CN(C2CC1)C=1C=CC(=C(C#N)C1)F)C(F)(F)F)(C=C)O)F 5-(5,5-difluoro-4-hydroxy-3-(trifluoromethyl)-4-vinyl-4,5,6,7-tetrahydro-1H-indol-1-yl)-2-fluorobenzonitrile